O=C1NC(CCC1C1=NN(C2=C(C=CC=C12)N1CCN(CC1)[C@H](C)C1CCN(CC1)C(=O)OC(C)(C)C)C)=O tert-butyl 4-((1R)-1-(4-(3-(2,6-dioxopiperidin-3-yl)-1-methyl-1H-indazol-7-yl)piperazin-1-yl)ethyl)piperidine-1-carboxylate